1,2-diamino-5-(2-boronoethyl)cyclohexanecarboxylic acid dihydrochloride Cl.Cl.NC1(C(CCC(C1)CCB(O)O)N)C(=O)O